nickel magnesium silicate hydroxide [OH-].[Si]([O-])([O-])([O-])O.[Mg+2].[Ni+2]